ethyl 2-(3-fluoro-5-isopentyl-2-methoxyphenyl)acetate FC=1C(=C(C=C(C1)CCC(C)C)CC(=O)OCC)OC